(3R)-N-[2-(5-fluoro-3-pyridinyl)-6-pyrrolidin-1-yl-pyrimidin-4-yl]-2,3,4,9-tetrahydro-1H-carbazol-3-amine FC=1C=C(C=NC1)C1=NC(=CC(=N1)N[C@@H]1CCC=2NC3=CC=CC=C3C2C1)N1CCCC1